2,3-di(tetradecoxy)propyl-(2-hydroxyethyl)-dimethylazanium C(CCCCCCCCCCCCC)OC(C[N+](C)(C)CCO)COCCCCCCCCCCCCCC